(S)-(3-fluoro-7-((1-hydroxyhex-3-yl)amino)-1-(4-(hydroxymethyl)-2-methoxybenzyl)-1H-pyrazolo[4,3-d]Pyrimidin-5-yl)carbamic acid methyl ester COC(NC=1N=C(C2=C(N1)C(=NN2CC2=C(C=C(C=C2)CO)OC)F)N[C@H](CCO)CCC)=O